C(C(C)C)C1=CC=C(C=C1)C(C(=O)NNS(=O)(=O)C=1C=NC=CC1)C N'-(2-(4-isobutylphenyl)propanoyl)pyridine-3-sulfonohydrazide